(2R)-(3,4-difluorophenyl)(hydroxy)acetaldehyde FC=1C=C(C=CC1F)[C@H](C=O)O